2-fluoro-5-methoxy-N-methyl-4-{[3-(4-{[(R,4R)-4-{2-oxa-6-azaspiro[3.3]heptan-6-yl}cyclohexyl]amino}-1-(2,2,2-trifluoroethyl)-1H-indol-2-yl)prop-2-yn-1-yl]amino}benzamide Sodium [Na].FC1=C(C(=O)NC)C=C(C(=C1)NCC#CC=1N(C2=CC=CC(=C2C1)NC1CCC(CC1)N1CC2(COC2)C1)CC(F)(F)F)OC